(3S,4S)-3-fluoro-4-(4-nitropyrazol-1-yl)piperidine-1-carboxylic acid tert-butyl ester C(C)(C)(C)OC(=O)N1C[C@@H]([C@H](CC1)N1N=CC(=C1)[N+](=O)[O-])F